3-(3-aminopropyl)indole NCCCC1=CNC2=CC=CC=C12